CC=1NC(=C(C1C(C)=O)C1=CC=CC=C1)C=1NC=2C(=NC(=CC2)N2CCN(CC2)C)N1 1-{2-methyl-5-[5-(4-methylpiperazin-1-yl)-1H-imidazo[4,5-b]pyridin-2-yl]-4-phenyl-1H-pyrrol-3-yl}ethan-1-one